C1(CC1)CC(C(=O)N[C@H](C(=O)OC)C[C@H]1C(NCCC1)=O)NC(=O)C=1NC2=CC=CC(=C2C1)OC methyl (2S)-2-[[3-cyclopropyl-2-[(4-methoxy-1H-indole-2-carbonyl)amino]propanoyl] amino]-3-[(3S)-2-oxo-3-piperidyl]propanoate